N,2-dimethyl-N-[4-(2-tolyl)-6-(4-methylpiperazin-1-yl)pyridin-3-yl]propionamide tert-butyl-(3R,5S)-3,5-dimethyl-4-(pyridazin-3-ylmethyl)piperazine-1-carboxylate C(C)(C)(C)OC(=O)N1C[C@H](N([C@H](C1)C)CC=1N=NC=CC1)C.CN(C(C(C)C)=O)C=1C=NC(=CC1C1=C(C=CC=C1)C)N1CCN(CC1)C